N1=CNC2=C1C=CC(=C2)C(=O)O 3H-1,3-benzodiazole-5-carboxylic acid